(2R)-3-(4-{2-[2-(2-ethoxyethoxy)ethoxy]ethoxy}phenyl)-2-[4,7,10-tris(carboxymethyl)-1,4,7,10-tetraazacyclododecane-1-yl]propionic acid C(C)OCCOCCOCCOC1=CC=C(C=C1)C[C@H](C(=O)O)N1CCN(CCN(CCN(CC1)CC(=O)O)CC(=O)O)CC(=O)O